FC=1C=C(C(=NC1)C1(C=C(C(C(C1)(C)C)=O)C#N)OC)C=1C(=NC=C(C1)C)OC 3-(5-fluoro-2'-methoxy-5'-methyl[3,3'-bipyridin]-2-yl)-3-methoxy-5,5-dimethyl-6-oxocyclohex-1-ene-1-carbonitrile